2'-fluoro-5'-methoxy-4-(tetrahydro-pyran-2-yloxymethyl)-biphenyl-2-carbaldehyde FC1=C(C=C(C=C1)OC)C=1C(=CC(=CC1)COC1OCCCC1)C=O